(S)-1-(1-(2-(methylamino)pyrimidin-4-yl)ethyl)-4-(1-(4-(trifluoromethyl)phenyl)-1H-pyrazolo[3,4-b]pyridin-3-yl)pyridin-2(1H)-one CNC1=NC=CC(=N1)[C@H](C)N1C(C=C(C=C1)C1=NN(C2=NC=CC=C21)C2=CC=C(C=C2)C(F)(F)F)=O